C(CCC(=O)O)(=O)O.CC(C)CCC[C@@H](C)[C@H]1CC[C@H]2[C@@H]3CC=C4C[C@@H](O)CC[C@]4(C)[C@H]3CC[C@]12C monocholesterol succinate